3-(((7-(2-aminopyrimidin-4-yl)-2,3-dihydrofuro[3,2-c]pyridin-4-yl)amino)methyl)-N-(2-ethoxyethyl)benzamide NC1=NC=CC(=N1)C=1C2=C(C(=NC1)NCC=1C=C(C(=O)NCCOCC)C=CC1)CCO2